CCCCCCCCCCCCCCCCCCC(=O)OC[C@H](COP(=O)(O)OC[C@H](CO)O)OC(=O)CC/C=C\C/C=C\C/C=C\C/C=C\C/C=C\C/C=C\CC 1-nonadecanoyl-2-(4Z,7Z,10Z,13Z,16Z,19Z-docosahexaenoyl)-glycero-3-phospho-(1'-sn-glycerol)